ethyl (S)-3-(3-(4-hydroxy-1,5-dimethyl-2-oxo-1,2-dihydropyridin-3-yl)ureido)-3-(2'-methoxybiphenyl-3-yl)propanoate OC1=C(C(N(C=C1C)C)=O)NC(N[C@@H](CC(=O)OCC)C=1C=C(C=CC1)C1=C(C=CC=C1)OC)=O